6-bromo-4-fluoro-2-oxospiro[indoline-3,4'-tetrahydropyran]-1-carboxylic acid tert-butyl ester C(C)(C)(C)OC(=O)N1C(C2(CCOCC2)C2=C(C=C(C=C12)Br)F)=O